C(C)C=1C(NC=2C=C(C=NC2C1)CN1[C@H]2[C@@H](N(CC1)C=1C=CC(=NC1)C(=O)NC)CCC2)=O 5-((4aR,7aS)-4-((7-ethyl-6-oxo-5,6-dihydro-1,5-naphthyridin-3-yl)methyl)octahydro-1H-cyclopenta[b]pyrazin-1-yl)-N-methyl-pyridine-2-carboxamide